OCC(C)(C)C1=NC(=NO1)N[C@@H]1C[C@H](CC1)NC1=CC=C(C=N1)N1N=CC=CC1=O 2-(6-(((1S,3S)-3-((5-(1-hydroxy-2-methylpropan-2-yl)-1,2,4-oxadiazol-3-yl)amino)cyclopentyl)amino)pyridin-3-yl)pyridazin-3(2H)-one